(R)-(2-(benzofuran-3-yl)-1-(2-(methylamino)-2-oxoacetylamino)ethyl)boronic acid O1C=C(C2=C1C=CC=C2)C[C@H](NC(C(=O)NC)=O)B(O)O